ClC1=CC2=C(NC(CN(C2=O)CC2=C(C=C(C=C2)OC)OC)=O)C=C1 7-chloro-4-(2,4-dimethoxybenzyl)-3,4-dihydro-1H-benzo[e][1,4]diazepin-2,5-dione